2-amino-5-(3-fluorobenzyl)-4,5,6,7-tetrahydrothieno[3,2-c]pyridine-3-carbonitril NC1=C(C=2CN(CCC2S1)CC1=CC(=CC=C1)F)C#N